CC(C(=O)N1CCCCC12C(C2)CN2C(=CC=1C=NC=CC12)C(=O)N)C [8-(2-methylpropanoyl)-8-azaspiro[2.5]octan-2-yl]methyl-1H-pyrrolo[3,2-c]pyridine-2-carboxamide